2-(dimethylamino)-N-[2-fluoro-4-(4,4,5,5-tetramethyl-1,3,2-dioxaborolan-2-yl)phenyl]acetamide CN(CC(=O)NC1=C(C=C(C=C1)B1OC(C(O1)(C)C)(C)C)F)C